ethyl 2-[(2S,3R)-2-(cyclopentoxy)-3-(3,5-dimethoxy-4-methyl-phenyl)-3-hydroxy-propyl]-6-(methylamino)-1,3-benzothiazole-4-carboxylate C1(CCCC1)O[C@@H](CC=1SC=2C(N1)=C(C=C(C2)NC)C(=O)OCC)[C@H](O)C2=CC(=C(C(=C2)OC)C)OC